1-cyclohexyloxy-1,1,3,3,3-pentamethyldisiloxane C1(CCCCC1)O[Si](O[Si](C)(C)C)(C)C